tert-butyl N-[1-[1-(2,6-dibenzyloxy-3-pyridyl)-3-methyl-2-oxo-benzimidazol-5-yl]-4-piperidyl]-N-methyl-carbamate C(C1=CC=CC=C1)OC1=NC(=CC=C1N1C(N(C2=C1C=CC(=C2)N2CCC(CC2)N(C(OC(C)(C)C)=O)C)C)=O)OCC2=CC=CC=C2